OC(=O)C(F)(F)F.C(C)(=O)N(CCN1C2CC(CC1CC2)C=2C=C(C(=O)N)C=CC2)CC21CC3CC(CC(C2)C3)C1 3-endo-{8-[2-(acetyl-adamantan-1-ylmethyl-amino)ethyl]-8-azabicyclo[3.2.1]oct-3-yl}benzamide TFA salt